CN(C)CCOCCOCCOCCOCCOCCOCCOCCOCCOCCOCCC(=O)[O-] 2-methyl-5,8,11,14,17,20,23,26,29,32-decaoxa-2-azapentatriacontan-35-oate